[Na].[Na].[N+](=O)([O-])C1=CC2=NC(C(N=C2C=C1[N+](=O)[O-])=O)=O 6,7-dinitroquinoxaline-2,3-dione disodium salt